(R)-1-(5-(5-(1-(1H-pyrrolo[2,3-b]pyridin-4-yl)ethoxy)-1H-indazol-3-yl)pyridin-2-yl)piperidin-4-ol N1C=CC=2C1=NC=CC2[C@@H](C)OC=2C=C1C(=NNC1=CC2)C=2C=CC(=NC2)N2CCC(CC2)O